1,2,3,4-tetrahydroisoquinoline-4,7,8-triol C1NCC(C2=CC=C(C(=C12)O)O)O